2-(2-propyl)-5-methyl-cyclohexan-1-ol CC(C)C1C(CC(CC1)C)O